C1NCC12CC(C2)CC2=CC=C1C(=N2)NN=C1C(F)(F)F 6-(2-azaspiro[3.3]heptane-6-ylmethyl)-3-(trifluoromethyl)-1H-pyrazolo[3,4-b]pyridine